(3S)-3-(4-chlorophenyl)-3-({[(9H-fluoren-9-yl)methoxy]carbonyl}amino)propanoic acid ClC1=CC=C(C=C1)[C@H](CC(=O)O)NC(=O)OCC1C2=CC=CC=C2C=2C=CC=CC12